N1=CC(=CC=C1)CC1=NC=CC2=C1OC1C2CC(C1)C(=O)N (pyridin-3-yl-methyl)-4b,6,7,7a-tetrahydro-5H-cyclopenta[4,5]furo[2,3-c]pyridine-6-carboxamide